(R)-7-(5-chloro-2-(isopropylamino)pyridin-4-yl)-2-(5-fluoro-2-(hydroxymethyl)benzyl)-3-(hydroxymethyl)-3,4-dihydropyrrolo[1,2-a]pyrazin-1(2H)-one ClC=1C(=CC(=NC1)NC(C)C)C=1C=C2N(C[C@@H](N(C2=O)CC2=C(C=CC(=C2)F)CO)CO)C1